NC1=C(C=CC(=C1)F)C1=C(C=C(C(=C1)Cl)C(=O)NC1=CC(=C(C=C1)NC(OC)=O)C(F)(F)F)F methyl (4-(2'-amino-5-chloro-2,4'-difluoro-[1,1'-biphenyl]-4-carboxamido)-2-(trifluoromethyl)phenyl)carbamate